Di-tert-butyl (1-(4-(4-((3-(3,6-difluoropyridin-2-yl)-1-(trans-4-ethoxycyclohexyl)-1H-pyrazol-4-yl) carbamoyl) thiazol-2-yl)-1H-pyrazol-1-yl) ethyl) phosphate P(=O)(OC(C)(C)C)(OC(C)(C)C)OC(C)N1N=CC(=C1)C=1SC=C(N1)C(NC=1C(=NN(C1)[C@@H]1CC[C@H](CC1)OCC)C1=NC(=CC=C1F)F)=O